6-(((1,2,3,4-tetrahydroisoquinolin-7-yl)oxy)methyl)quinoline C1NCCC2=CC=C(C=C12)OCC=1C=C2C=CC=NC2=CC1